CN1C(C=2C(C1=O)=CC(=CC2)N=O)=O N-methyl-4-nitrosophthalimide